1-cyclopropyl-4-oxo-6-fluoro-7-chloro-1,4-dihydroquinoline-3-carboxylic acid ethyl ester C(C)OC(=O)C1=CN(C2=CC(=C(C=C2C1=O)F)Cl)C1CC1